4-([1,1'-biphenyl]-3-yl)-2-amino-6-(benzylthio)pyridine-3,5-dicarbonitrile C1(=CC(=CC=C1)C1=C(C(=NC(=C1C#N)SCC1=CC=CC=C1)N)C#N)C1=CC=CC=C1